1-(2-((4-((2-(dimethylphosphoryl)phenyl)amino)-7H-pyrrolo[2,3-d]pyrimidin-2-yl)amino)-7,8-dihydro-1,6-naphthyridin-6(5H)-yl)-2-hydroxyethan-1-one CP(=O)(C)C1=C(C=CC=C1)NC=1C2=C(N=C(N1)NC1=NC=3CCN(CC3C=C1)C(CO)=O)NC=C2